BrC=1C=C(C=NC1)C(=O)N1CCC(CC1)=C1C2=C(CS(C3=C1C=CC=C3)(=O)=O)C=CC=C2 (5-bromo-3-pyridyl)-[4-(5,5-dioxo-6H-benzo[c][1]benzothiepin-11-ylidene)-1-piperidyl]methanone